P(O)(O)=O.P(O)(O)=O.C(C)C(C(=C(CC)CC)CC)CCCCCCCCC tetraethyldodecene bisphosphonate